Cl.FC1=C(C=CC(=C1)OC)C=1C(=NC(=NC1)NCC1N(CCOC1)C)C 5-(2-fluoro-4-methoxyphenyl)-4-methyl-N-((4-methylmorpholin-3-yl)methyl)pyrimidin-2-amine, hydrochloride salt